5-(2-pyridinyl)thio-3-(1-azabicyclo[5.4.0]undec-3-en-4-yl)-benzothiophene decanoate C(CCCCCCCCC)(=O)O.N1=C(C=CC=C1)SC=1C=CC2=C(C(=CS2)C2=CCN3CCCCC3CC2)C1